3,3-difluoro-1-methylcyclopentan-1-amine hydrochloride Cl.FC1(CC(CC1)(N)C)F